C(C)(C)(C)C1(CCC(CC1)CN1CCC(CC1)C1=CC=C2C3(C=4N(C=5C=CC=C(C5C(N4)=O)Br)C2=C1)CCCCC3)C(=O)O tert-butyl-(1r,4r)-4-((4-(4'-bromo-5'-oxo-5'H-spiro[cyclohexane-1,7'-indolo[1,2-a]quinazolin]-10'-yl)piperidin-1-yl)methyl)cyclohexane-1-carboxylic acid